C(C)(C)(C)OC(=O)N1C=CC2=CC=CC=C12 N-(tert-butoxycarbonyl)indole